C1(CC1)C=1N=CN(C1)C1=C(OC2=C1C=CC(=C2)F)C(=O)NC2=NC(=CC=C2)C2=NN=CN2C(C)C (4-cyclopropyl-1H-imidazol-1-yl)-6-fluoro-N-(6-(4-isopropyl-4H-1,2,4-triazol-3-yl)pyridin-2-yl)benzofuran-2-carboxamide